FC(C(=O)O)(F)F.N1CC(C1)N1CCN(CC1)C1=C(C=C(C(=C1)OC)[N+](=O)[O-])C=1C=NN(C1)C 1-(azetidin-3-yl)-4-(5-methoxy-2-(1-methyl-1H-pyrazol-4-yl)-4-nitrophenyl)piperazine trifluoroacetate